NCC1CCS(CC1)(=O)=NC#N (4-(aminomethyl)-1-oxotetrahydro-2H-1λ6-Thiopyran-1-ylidene)cyanamide